NCC1(N=C(N(C1=O)CC1=CC(=C(C=C1)C=1C(=CC=CC1)S(=O)(=O)NC1=NOC(=C1C)C)COCC)CCCC)C 4'-((4-(aminomethyl)-2-butyl-4-methyl-5-oxo-4,5-dihydro-1H-imidazol-1-yl)methyl)-N-(4,5-dimethylisoxazol-3-yl)-2'-(ethoxymethyl)-[1,1'-biphenyl]-2-sulfonamide